3-fluoro-5-(2H-1,2,3-triazol-2-yl)-4-[1-[4-[(trifluoromethyl)thio]phenyl]ethyl]pyridine FC=1C=NC=C(C1C(C)C1=CC=C(C=C1)SC(F)(F)F)N1N=CC=N1